COC=1C=C(C=CC1C=1C=C2C(=NC1)NC=C2)NC(C2=CC=C(C=C2)CN2CCOCC2)=O N-(3-methoxy-4-(1H-pyrrolo[2,3-b]pyridin-5-yl)phenyl)-4-(morpholinomethyl)benzamide